N1(N=CN=C1)CCNC1=C(C=C(C=C1)NCC1=CC=CC=C1)C=1C=NC=CC1 N1-(2-(1H-1,2,4-triazol-1-yl)ethyl)-N4-benzyl-2-(pyridin-3-yl)benzene-1,4-diamine